3,4-dihydroxyl-5-methyl-2-furanone OC1C(OC(=C1O)C)=O